N-(cis-1-((4-chlorophenyl)sulfonyl)-2-(((cis-4-isopropylcyclohexyl)oxy)methyl)-piperidin-3-yl)methanesulfonamide ClC1=CC=C(C=C1)S(=O)(=O)N1[C@H]([C@H](CCC1)NS(=O)(=O)C)CO[C@@H]1CC[C@@H](CC1)C(C)C